C(\C=C\CCC)(=O)O trans-hexenoic acid